3,4-bis(4-(diphenylamino)phenyl)-7H-benzo[de]benzo[4,5]imidazo[2,1-a]isoquinolin-7-one C1(=CC=CC=C1)N(C1=CC=C(C=C1)C1=C2C=3C(C(N4C(C3C=C1)=NC1=C4C=CC=C1)=O)=CC=C2C2=CC=C(C=C2)N(C2=CC=CC=C2)C2=CC=CC=C2)C2=CC=CC=C2